4-{[3-(3-ethoxyoxetan-3-yl)-1-{[2-(trimethylsilyl)ethoxy]methyl}-1H-pyrrolo[2,3-b]pyridin-4-yl]oxy}-3,5-difluoroaniline C(C)OC1(COC1)C1=CN(C2=NC=CC(=C21)OC2=C(C=C(N)C=C2F)F)COCC[Si](C)(C)C